methyl 4-[[methyl(2-pyrrolidinylmethyl)amino]methyl]benzoate hydrochloride salt Cl.CN(CC1NCCC1)CC1=CC=C(C(=O)OC)C=C1